[11C](CC)(=O)Cl [11C]-propionyl chloride